2-phenylpropylisothiazoline-3-one C1(=CC=CC=C1)C(CC1C(NSC1)=O)C